1-({(5S,7S)-7-methyl-2-oxo-3-[6-(trifluoromethyl)-3-pyridinyl]-1-oxa-3-azaspiro[4.5]dec-7-yl}methyl)-1H-benzimidazole-6-carbonitrile C[C@]1(C[C@]2(CN(C(O2)=O)C=2C=NC(=CC2)C(F)(F)F)CCC1)CN1C=NC2=C1C=C(C=C2)C#N